BrC1=CC(=C(C(=O)OC)C(=C1)C)NCC1=C(C=C(C=C1)OC)OC methyl 4-bromo-2-((2,4-dimethoxybenzyl) amino)-6-methylbenzoate